7-chloro-5-(methoxymethyl)-4-(methylamino)-1-(2-methylpyridin-3-yl)quinazolin-2(1H)-one ClC1=CC(=C2C(=NC(N(C2=C1)C=1C(=NC=CC1)C)=O)NC)COC